FC(C(CO)C1N(CCC(C1)C=1N=C2N(C=3N=CC(=CC3CC2)F)C1Br)C(=O)[O-])(F)F.C(=O)(O)C1=C(C=CC=C1)C1=C2C=CC(C(=C3C=CC(=C(C=4C=CC(=C(C5=CC=C1N5)C5=C(C=CC=C5)C(=O)O)N4)C4=C(C=CC=C4)C(=O)O)N3)C3=C(C=CC=C3)C(=O)O)=N2.[Co+2].FC(C(CO)C2N(CCC(C2)C=2N=C3N(C=4N=CC(=CC4CC3)F)C2Br)C(=O)[O-])(F)F cobalt tetra(carboxyphenyl)porphyrin 1,1,1-trifluoro-3-hydroxypropan-2-yl-4-(9-bromo-3-fluoro-5,6-dihydroimidazo[1,2-a][1,8]naphthyridin-8-yl)piperidine-1-carboxylate